COC(=O)C=1C=NC=C(C1)C=1SC=CC1 5-(2-thienyl)pyridine-3-carboxylic acid methyl ester